C1(CC(CCC1)C(=O)OCC(CCCC)CC)C(=O)OCCCCCCC(C)C isononyl (2-ethylhexyl) cyclohexane-1,3-dicarboxylate